N-(3-(3,4-dihydroisoquinolin-2(1H)-yl)-2-hydroxypropyl)-2-(4-(dimethylamino)benzoyl)-1,2,3,4-tetrahydroisoquinoline-6-carboxamide C1N(CCC2=CC=CC=C12)CC(CNC(=O)C=1C=C2CCN(CC2=CC1)C(C1=CC=C(C=C1)N(C)C)=O)O